(R)-2-bromobutane-1,4-diol Br[C@@H](CO)CCO